2-(3-ethylsulfonyl-2-pyridyl)-5-(2,2,3,3,3-pentafluoropropoxy)pyrazine C(C)S(=O)(=O)C=1C(=NC=CC1)C1=NC=C(N=C1)OCC(C(F)(F)F)(F)F